3,6-dichloro-4-((1S,2S)-2-((Trifluoromethoxy)methyl)cyclopropyl)pyridazine ClC=1N=NC(=CC1[C@@H]1[C@H](C1)COC(F)(F)F)Cl